ClC=1C=C(C=CC1)C=1SC(=C(N1)C)C=1C=CC(N(N1)CC1=NC(=NO1)C=1C=NC=CC1)=O 6-(2-(3-chlorophenyl)-4-methylthiazol-5-yl)-2-((3-(pyridin-3-yl)-1,2,4-oxadiazol-5-yl)methyl)pyridazin-3(2H)-one